(R)-1-(4-(4-amino-7-methyl-5-(4-((5-methylpyrimidin-2-yl)oxy)phenyl)-7H-pyrrolo[2,3-d]pyrimidin-6-yl)phenyl)-4-methyl-3-methylene-pyrrolidin-2-one NC=1C2=C(N=CN1)N(C(=C2C2=CC=C(C=C2)OC2=NC=C(C=N2)C)C2=CC=C(C=C2)N2C(C([C@H](C2)C)=C)=O)C